C(C)N(S(=O)(=O)C=1C=C2N=CC(N(C2=CC1)C)=O)C(C(F)(F)F)C1=CC=C(C=C1)F N-ethyl-1-methyl-2-oxo-N-(2,2,2-trifluoro-1-(4-fluorophenyl)ethyl)-1,2-dihydroquinoxaline-6-sulfonamide